ClC1=CC=C(C=C1)C=1C(=C2C(=NC1)NC=C2C(=O)C=2C(=C(C=CC2F)NS(=O)(=O)CCC)F)C#N N-(3-(5-(4-chlorophenyl)-4-cyano-1H-pyrrolo[2,3-b]pyridine-3-carbonyl)-2,4-difluorophenyl)propane-1-sulfonamide